FC1=CC(=C(OC2=C(C#N)C=CC(=C2)C(F)(F)F)C=C1)C 2-(4-fluoro-2-methylphenoxy)-4-(trifluoromethyl)benzonitrile